1-(4-fluorophenyl)-6-methyl-5-(6-phenyl-3-((1-propyl-1H-pyrazol-4-yl)sulfonyl)-3-azabicyclo[3.1.0]hexane-1-yl)-1H-indazole FC1=CC=C(C=C1)N1N=CC2=CC(=C(C=C12)C)C12CN(CC2C1C1=CC=CC=C1)S(=O)(=O)C=1C=NN(C1)CCC